ClC1=C(C=CC(=C1)C(=O)N1CCC(CC1)CN1N=NC(=C1)C1=C(NC2=CC=C(C=C12)F)C(=O)OCC(C)C)C1=C(C=CC=C1)COC isobutyl 3-(1-((1-(2-chloro-2'-(methoxymethyl)-[1,1'-biphenyl]-4-carbonyl)piperidin-4-yl)methyl)-1H-1,2,3-triazol-4-yl)-5-fluoro-1H-indole-2-carboxylate